CC1=C(C(=CC=C1)C)C1=NC=2NS(C=3C=CC=C(C(N([C@@H](COC(=C1)N2)CC(C)C)CCC2CCOCC2)=O)C3)(=O)=O (11R)-6-(2,6-dimethylphenyl)-11-isobutyl-2,2-dioxo-12-(2-tetrahydropyran-4-ylethyl)-9-oxa-2λ6-thia-3,5,12,19-tetrazatricyclo[12.3.1.14,8]nonadeca-1(18),4(19),5,7,14,16-hexaen-13-one